IC=1N=CN(C1)CCOC 4-iodo-1-(2-methoxyethyl)-1H-imidazole